2-(7-fluoro-5-oxo-2,3-dihydrobenzo[f][1,4]oxazepine-4(5H)-yl)-5-(N-methyl-2,2-diphenyl-acetamido)isonicotinic acid FC=1C=CC2=C(C(N(CCO2)C=2C=C(C(=O)O)C(=CN2)N(C(C(C2=CC=CC=C2)C2=CC=CC=C2)=O)C)=O)C1